(7-benzothiophen-2-yl-naphthalen-2-yl)-(4-benzothiazol-2-yl-phenyl)-(4-Benzoxazol-2-yl-phenyl)amine S1C(=CC2=C1C=CC=C2)C2=CC=C1C=CC(=CC1=C2)N(C2=CC=C(C=C2)C=2OC1=C(N2)C=CC=C1)C1=CC=C(C=C1)C=1SC2=C(N1)C=CC=C2